4,4,6,8-Tetramethyl-2,3,4,6,7,8-hexahydro-5H-chromen-5-one CC1(CCOC=2C(CC(C(C12)=O)C)C)C